3-[(2R,4R)-4-[2-[5-[(6,7-difluoro-4-methylsulfonyl-1H-indol-5-yl)oxy]-2-fluoro-phenyl]-1H-imidazol-4-yl]-2,4-dimethyl-chroman-8-yl]propanoic acid FC1=C(C(=C2C=CNC2=C1F)S(=O)(=O)C)OC=1C=CC(=C(C1)C=1NC=C(N1)[C@@]1(C[C@H](OC2=C(C=CC=C12)CCC(=O)O)C)C)F